3,4'-biphenyltetracarboxylic acid C1(=C(C(=C(C(=C1)C(=O)O)C(=O)O)C1=CC=CC=C1)C(=O)O)C(=O)O